NC(=O)[C@H]1CN(C)[C@@H]2CC3=CNC4=CC=CC(C2C1)=C34 dihydrolysergic acid amide